[PH2](=O)[NH-].[Cr+3].C1(CC1)C=1N=C(C(=NC1C)C(=O)N)NC1=CC(=CC=C1)CCNC(CN(C(\C=C\CN(C)C)=O)C)=O.[PH2](=O)[NH-].[PH2](=O)[NH-] (E)-5-cyclopropyl-3-((3-(2-(2-(4-(dimethylamino)-N-methylbut-2-enamido)acetamido)ethyl)phenyl)amino)-6-methylpyrazine-2-carboxamide Chromium phosphinylamide salt